NC1=C(C=CC2=CC=CC=C12)N=NC=1C=NC(=CC1)C1=C(C=CC(=C1)F)OCCC 4-Amino-3-[6-(5-fluoro-2-propoxyphenyl)pyridin-3-ylazo]naphthalin